2-(phenylsulfonyl)acetophenone C1(=CC=CC=C1)S(=O)(=O)CC(=O)C1=CC=CC=C1